2-dioxaborolane B1(OC(C(O1)(C)C)(C)C)C2=CC3=C(C=C2)SC=C3